4-(amino-methyl)-1-methylpyridin-2(1H)-one hydrochloride Cl.NCC1=CC(N(C=C1)C)=O